tert-butyl (S)-2-((4-(6-((3-fluoroquinolin-8-yl) methoxy) pyridin-2-yl) piperidin-1-yl) methyl)-1-(oxetan-2-ylmethyl)-1H-benzo[d]imidazole-6-carboxylate FC=1C=NC2=C(C=CC=C2C1)COC1=CC=CC(=N1)C1CCN(CC1)CC1=NC2=C(N1C[C@H]1OCC1)C=C(C=C2)C(=O)OC(C)(C)C